C1(CC1)S(=O)(=O)NC(=O)C=1C(=NC(=CC1)N1N=C(C=C1)C1=CC=CC=C1)N1[C@H](CC[C@H]1C)C N-Cyclopropylsulfonyl-2-[(2S,5R)-2,5-dimethylpyrrolidin-1-yl]-6-(3-phenylpyrazol-1-yl)pyridin-3-carboxamid